C(C)OC([C@H](O)C)=O D-lactic acid ethyl ester